NC=1C=C(C=C(C1)C(F)(F)F)[C@@H](C)NC=1C2=C(N=C(N1)C)N=C(C(=C2)C=2OC=NN2)N2CCCC2 (R)-N-(1-(3-amino-5-(trifluoromethyl)phenyl)ethyl)-2-methyl-6-(1,3,4-oxadiazol-2-yl)-7-(pyrrolidin-1-yl)pyrido[2,3-d]pyrimidin-4-amine